C(CCC)OC(C(=C)C)=O n-Butyl-methacrylat